(1-methylindenyl)(pentamethylcyclopentadienyl)zirconium (IV) dichloride [Cl-].[Cl-].CC1C(=CC2=CC=CC=C12)[Zr+2]C1(C(=C(C(=C1C)C)C)C)C